7-(3-(difluoromethoxy)-5-fluorophenyl)-3-(1-methoxypropan-2-yl)-1-((3-(trifluoromethyl)phenyl)sulfonyl)-2,3-dihydroquinazolin-4(1H)-one FC(OC=1C=C(C=C(C1)F)C1=CC=C2C(N(CN(C2=C1)S(=O)(=O)C1=CC(=CC=C1)C(F)(F)F)C(COC)C)=O)F